S(C)(=O)(=O)OCCN=[N+]=[N-] 2-Azidoethyl mesylate